2-benzyl-2-dimethylamino-1-(3,4-dimethoxy-phenyl)-butan-1-one C(C1=CC=CC=C1)C(C(=O)C1=CC(=C(C=C1)OC)OC)(CC)N(C)C